CN1N=C(C=C1C)NC1=NC=C(C(=N1)C1=CNC2=C(C=CC=C12)NC(CN1C[C@@H](CC1)OC1=CC=NC=C1)=O)C (R)-N-(3-(2-((1,5-dimethyl-1H-pyrazol-3-yl)amino)-5-methylpyrimidin-4-yl)-1H-indol-7-yl)-2-(3-(pyridin-4-yloxy)pyrrolidin-1-yl)acetamide